C(C)(=C)Cl beta-allyl chloride